C[Si](C1=C(C=CC=C1)C(=C)C)(OCC(C)C)C dimethylisobutoxy(2-isopropenylphenyl)silane